ClC1=NC=C(C(=C1)C1=NC(=C(C=C1)OC[C@@](CC(C)C)(C)NC(OC(C)(C)C)=O)C)F (S)-tert-butyl (1-((2'-chloro-5'-fluoro-6-methyl-[2,4'-bipyridin]-5-yl)oxy)-2,4-dimethylpentan-2-yl)carbamate